CN[C@H](C(=O)OC(C)C)CC1=CC=CC=C1 (2S)-isopropyl 2-(methylamino)-3-phenyl-propanoate